CN([SiH](O[Si](O[Si](O[Si](C)(C)C)(C)C)(C)C)C)C 1-dimethylamino-1,3,3,5,5,7,7,7-octamethyltetrasiloxane